C(C)O[Si](CCCSSCCC[Si](OCC)(OCC)OCC)(OCC)OCC [3-(triethoxysilyl) propyl] disulfide